1-(3-(3-hydroxypropyl)-1-(4-((3ar,5r,6as)-2-methyl-octahydrocyclopenta[c]pyrrol-5-yl)benzyl)-1H-indol-5-yl)-5-methyl-1H-pyrazole-3-carboxamide OCCCC1=CN(C2=CC=C(C=C12)N1N=C(C=C1C)C(=O)N)CC1=CC=C(C=C1)C1C[C@@H]2[C@@H](CN(C2)C)C1